NC([C@H](C[C@H]1C(NC2=C(O1)C=C(C=C2)F)=O)NC(OC(C)(C)C)=O)=O tert-butyl ((S)-1-amino-3-((S)-7-fluoro-3-oxo-3,4-dihydro-2H-benzo[b][1,4]oxazin-2-yl)-1-oxopropan-2-yl)carbamate